2-(6-(6-((5-(4-Fluoro-1H-pyrazol-1-yl)pyrazin-2-yl)methyl)-3,6-diazabicyclo[3.1.1]Heptan-3-yl)pyridin-3-yl)-6-methyl-N-(5-methyl-1H-pyrazol-3-yl)pyrimidin-4-amine FC=1C=NN(C1)C=1N=CC(=NC1)CN1C2CN(CC1C2)C2=CC=C(C=N2)C2=NC(=CC(=N2)NC2=NNC(=C2)C)C